NC1=CC=C(C=C1)C#CC1=CC=C(C(=O)N[C@@H]([C@@H](C)O)C(NO)=O)C=C1 4-[2-(4-aminophenyl)ethynyl]-N-[(1S,2R)-2-hydroxy-1-(hydroxycarbamoyl)propyl]benzamide